CN1N=C(C=C1C(=O)N[C@@H](C)C1=NC(=NO1)C1=CC(=NC=C1)C)C(F)(F)F 2-methyl-N-[(1S)-1-[3-(2-methyl-4-pyridyl)-1,2,4-oxadiazol-5-yl]ethyl]-5-(trifluoromethyl)pyrazole-3-carboxamide